FC1=C(C(=CC=C1)F)C(C)N1C[C@@H](N(C[C@H]1CC)C=1C=2C(N(C(C1)=O)C)=CN(N2)CC#N)CC 2-(7-((2S,5R)-4-(1-(2,6-difluorophenyl)ethyl)-2,5-diethylpiperazin-1-yl)-4-methyl-5-oxo-4,5-dihydro-2H-pyrazolo[4,3-b]pyridin-2-yl)acetonitrile